(2R)-2-[(1R)-1-[(tert-butyldimethylsilyl)oxy]ethyl]-4-[6-(2,5-dimethyl-1H-pyrrol-1-yl)-4-methoxypyridin-3-yl]piperazine-1-carboxylic acid tert-butyl ester C(C)(C)(C)OC(=O)N1[C@H](CN(CC1)C=1C=NC(=CC1OC)N1C(=CC=C1C)C)[C@@H](C)O[Si](C)(C)C(C)(C)C